CN1N=CC(=C1)NC1=NC=C(C(=N1)NCCC1=CC(=CC=C1)C(F)(F)F)C(=O)N 2-[(1-methyl-1H-pyrazol-4-yl)amino]-4-[[3-(trifluoro-methyl)phenyl-ethyl]amino]pyrimidin-5-carboxamide